CC(C)(C)[S@@](=O)N[C@@H]1CCCC12CCNCC2 (R)-2-methyl-N-((R)-8-azaspiro[4.5]decan-1-yl)propane-2-sulfinamide